propenyl-bicyclo[2.2.1]hepta-2-ene C(=CC)C12C=CC(CC1)C2